(S)-(+)-2-Phenylglycine methyl ester COC([C@@H](N)C1=CC=CC=C1)=O